FC(C=1C=C2CCC[C@H](C2=CC1)O)(F)F |r| Racemic-6-(trifluoromethyl)-1,2,3,4-tetrahydronaphthalen-1-ol